(R)-6-((4-Hydroxy-1-(3-phenylbutanoyl)piperidin-4-yl)methyl)-3-(3-hydroxyprop-1-yn-1-yl)-2-methyl-2H-pyrazolo[4,3-d]pyrimidin-7(6H)-one OC1(CCN(CC1)C(C[C@@H](C)C1=CC=CC=C1)=O)CN1C=NC=2C(C1=O)=NN(C2C#CCO)C